C(CCCCCCC)OC(C1=CC(C(=O)OCCCCCCCC)=CC=C1)=O.C(CCC)OC(CCCCCCCC(=O)OCCCC)=O.ClC(COP(=O)(O)O)(Cl)Cl.C(CCCCC(=O)OCCCCCCCC)(=O)OCCCCCCCC dioctyl adipate trichloroethyl-phosphate dibutyl-azelate dioctyl-isophthalate